ClC1=C(C=C2C(=NNC2=C1)CCC(=O)O)C1=CC=C(C=C1)C1=C(C(=C(C=C1)F)OC)O 3-(6-chloro-5-(4'-fluoro-2'-hydroxy-3'-methoxy-[1,1'-biphenyl]-4-yl)-1H-indazol-3-yl)propanoic acid